C(N)(=O)C1=C(C(=CC(=C1)Cl)C)NC(=O)C=1N(N=C(C1)CC)C1=NC=CC=C1Cl N-(2-carbamoyl-4-chloro-6-methyl-phenyl)-2-(3-chloro-2-pyridinyl)-5-ethyl-pyrazole-3-carboxamide